COC=1C2=C(N=C(N1)OC[C@H]1N(CCC1)C(=O)OC(C)(C)C)CNCC2 tert-butyl (2S)-2-[(4-methoxy-5,6,7,8-tetrahydropyrido[3,4-d]pyrimidin-2-yl)oxymethyl]pyrrolidine-1-carboxylate